tert-butyl (3R)-3-[[5-amino-4-carbamoyl-3-[4-[[(2-methoxybenzoyl)amino]methyl]phenyl]pyrazol-2-yl]methyl]piperidine-1-carboxylate NC=1C(=C(N(N1)C[C@H]1CN(CCC1)C(=O)OC(C)(C)C)C1=CC=C(C=C1)CNC(C1=C(C=CC=C1)OC)=O)C(N)=O